tert-butyl (3S)-3-[[4-[6,7-dicyano-1-(2-trimethylsilylethoxymethyl) indol-3-yl]-5-(trifluoromethyl)pyrimidin-2-yl]amino]piperidine-1-carboxylate C(#N)C1=CC=C2C(=CN(C2=C1C#N)COCC[Si](C)(C)C)C1=NC(=NC=C1C(F)(F)F)N[C@@H]1CN(CCC1)C(=O)OC(C)(C)C